(S)-1-(1-acryloylpyrrolidin-3-yl)-3-((5-chloro-2-fluorophenyl)ethynyl)-5-(methylamino)-1H-pyrazole-4-carboxamide C(C=C)(=O)N1C[C@H](CC1)N1N=C(C(=C1NC)C(=O)N)C#CC1=C(C=CC(=C1)Cl)F